C(C)OC(CCC(=O)C1=NC(=CC=C1O)CC1=CC(=CC=C1)Cl)=O 4-[6-(3-Chloro-benzyl)-3-hydroxy-pyridin-2-yl]-4-oxo-butyric acid ethyl ester